COC(CN1C(C2=CC=C(C=C2C(=N1)C(C)C)Br)=O)=O 2-(6-bromo-4-isopropyl-1-oxophthalazin-2(1H)-yl)acetic acid methyl ester